C[N+]1=C(C=CC2=CC(=CC=C12)C1=CC=NC=C1)C 1,2-dimethyl-6-(pyridin-4-yl)quinolin-1-ium